5-(tert-butyl)-N-(4-(3-(2-(N-methylacrylamido)ethoxy)pyridin-4-yl)-2-(trifluoromethyl)benzyl)-1,2,4-oxadiazole-3-carboxamide C(C)(C)(C)C1=NC(=NO1)C(=O)NCC1=C(C=C(C=C1)C1=C(C=NC=C1)OCCN(C(C=C)=O)C)C(F)(F)F